C(C)(C)[C@H]1CC[C@H](CC1)N1CCC2(CC1)C(N(CC1=CC=CC=C12)CCNC(=S)N)=O 1-(2-(1'-(cis-4-isopropyl-cyclohexyl)-3-oxo-1H-spiro[isoquinoline-4,4'-piperidin]-2(3H)-yl)ethyl)thiourea